OC[C@H]1OCC2(CC2)CN(C1)C(=O)OC(C)(C)C tert-butyl (S)-6-(hydroxymethyl)-5-oxa-8-azaspiro[2.6]nonane-8-carboxylate